C(C)OC(=O)C=1C=C2CN(C(C2=CC1OCC)=O)CC1CCOCC1 6-ethoxy-1-oxo-2-((tetrahydro-2H-pyran-4-yl)methyl)isoindoline-5-carboxylic acid ethyl ester